3-(5-aminobenzotriazol-1-yl)piperidine-2,6-dione hydrochloride Cl.NC1=CC2=C(N(N=N2)C2C(NC(CC2)=O)=O)C=C1